C[SiH](C)C[Si](C)(C)C (dimethylsilyl)(trimethylsilyl)methane